ClC=1C=CC(=C(C1)N1CC(N(CC1=O)C(C(=O)NC1=CC=C(C=C1)N1C(CCC1)=O)CC1=CC=CC=C1)=O)N1N=NN=C1 2-(4-(5-chloro-2-(1H-tetrazol-1-yl)phenyl)-2,5-dioxopiperazin-1-yl)-N-(4-(2-oxopyrrolidin-1-yl)phenyl)-3-phenylpropanamide